CSSCC=1OC=CC1 [(methyldithio)methyl]-furan